3-(4-Bromo-3-chlorophenyl)propionic acid ethyl ester C(C)OC(CCC1=CC(=C(C=C1)Br)Cl)=O